ClC=1C=CC2=C(C([C@@](O2)(C(=O)NC23CC(C2)(C3)NC(COC3=CC(=C(C=C3)Cl)F)=O)C)=O)C1 (2R)-5-chloro-N-{3-[2-(4-chloro-3-fluorophenoxy)acetamido]bicyclo[1.1.1]pentan-1-yl}-2-methyl-3-oxo-2,3-dihydro-1-benzofuran-2-carboxamide